C=1N=CN2C1C1=CC=CC=C1[C@@H]2[C@H]2[C@H](C1(C2)CCN(CC1)S(=O)(=O)C)O (1R,2S)-2-[(5S)-5H-imidazo[4,3-a]isoindol-5-yl]-7-methanesulfonyl-7-azaspiro[3.5]nonan-1-ol